BrCCCCCOC1=CC2=C(C(N3[C@H](C(N2COCC[Si](C)(C)C)=O)CC(=C3)C3=CC=C(C=C3)OC)=O)C=C1OC (11aS)-8-[(5-Bromopentyl)oxy]-7-methoxy-2-(4-methoxyphenyl)-10-{[2-(trimethylsilyl)ethoxy]methyl}-1H-pyrrolo[2,1-c][1,4]benzodiazepin-5,11(10H,11aH)-dione